FC(C1=CC=C(C=C1)C=1C2=C(NC3=CC=CC=C23)N(C2=NC=3C=CC=CC3C21)CCO)(F)F 2-(12-(4-(trifluoromethyl)phenyl)pyrido[2,3-b:6,5-b']diindol-6(5H)-yl)ethan-1-ol